C(=O)[C@@H]1N([C@@H](CCC1)CCC)C(=O)OC(C)(C)C tert-Butyl (2R,6R)-2-formyl-6-propylpiperidine-1-carboxylate